7-((3-(3-(Trifluoromethyl)pyridin-4-yl)pyrazolo[1,5-a]pyrimidin-6-yl)methyl)-2-oxa-7-azaspiro[3.5]nonane FC(C=1C=NC=CC1C=1C=NN2C1N=CC(=C2)CN2CCC1(COC1)CC2)(F)F